(E)-3-cyclopropylacrylonitrile C1(CC1)/C=C/C#N